ClC1=NC(=CC(=C1)C([C@@H]1CC[C@H](CC1)C(=O)N)(F)F)N1CCN(CC1)S(=O)(=O)C1=CC=C(C=C1)N1C(C[C@H](C1)N)=O Trans-4-[[2-chloro-6-[4-[4-[(4R)-4-amino-2-oxo-pyrrolidin-1-yl]phenyl]sulfonylpiperazin-1-yl]-4-pyridyl]-difluoro-methyl]cyclohexanecarboxamide